((4-(4-chlorophenyl)piperazin-1-yl)methyl)-5,7-dihydroxy-2-(4-hydroxyphenyl)-4H-benzopyran-4-one ClC1=CC=C(C=C1)N1CCN(CC1)CC1=C(OC2=C(C1=O)C(=CC(=C2)O)O)C2=CC=C(C=C2)O